NC1=NC2=CC=C(C=C2C=C1C)C(=O)N([C@H](C)C1=NC=CC=N1)CC1=CC=C(C=N1)C1CCN(CC1)C(=O)OC methyl (R)-4-(6-((2-amino-3-methyl-N-(1-(pyrimidin-2-yl)ethyl)quinoline-6-carboxamido)methyl)pyridin-3-yl)piperidine-1-carboxylate